(E)-2-phenylpropyl 3-(3,4-dihydroxyphenyl)acrylate OC=1C=C(C=CC1O)/C=C/C(=O)OCC(C)C1=CC=CC=C1